CC(=CC1=C(C(=O)OCC)C=CC=C1)C ethyl 2-(2-methylprop-1-en-1-yl)benzoate